C(C(C)C)(=O)N1CCN(CC1)C1=NC2=C(N1C(=O)NCCCC1(CC1)C(F)(F)F)C=CC=C2 (4-isoButyrylpiperazin-1-yl)-N-(3-(1-(trifluoromethyl)cyclopropyl)propyl)-1H-benzo[d]imidazole-1-carboxamide